NC[C@H]1OCCC1 (S)-2-aminomethyltetrahydrofuran